bis-tert-butyl-cyclohexane C(C)(C)(C)C1(CCCCC1)C(C)(C)C